6-(4-Amino-4-methyl-piperidin-1-yl)-3-(1-chloro-naphthalen-2-yl)-2,5-dimethyl-3H-pyrimidin-4-one NC1(CCN(CC1)C1=C(C(N(C(=N1)C)C1=C(C2=CC=CC=C2C=C1)Cl)=O)C)C